COC([C@](C)(O)C1=CC=C(C=C1)F)=O (R)-2-(4-fluoro-phenyl)-2-hydroxy-propionic acid methyl ester